Cl.FC1=C(C=CC=C1)N(C1=CC=CC=C1)C(CC1(CCNCC1)C(=O)O)=O 4-[2-(N-(2-fluorophenyl)anilino)-2-oxoethyl]piperidine-4-carboxylic acid hydrochloride